C1(CC1)[C@@H](C(C)(C)O)N1C(C2=C(C=CC=C2C1)C1=CC=C(C=C1)C=1N=NC(=CC1)C)=O (S)-2-(1-cyclopropyl-2-hydroxy-2-methylpropyl)-7-(4-(6-methylpyridazin-3-yl)phenyl)isoindolin-1-one